COC1=CC(=C(C#N)C=C1OCCCN1CCOCC1)C1C=NC2=CC(=C(C=C2C1=O)OCCCN1CCOCC1)OC 4-methoxy-2-(7-methoxy-6-(3-morpholinopropoxy)-4-oxoquinolin-3(4H)-yl)-5-(3-morpholinopropoxy)benzonitrile